hexahydro-1H-cyclobuta[d]cyclopenta[b]oxepin C1CCC2OCCC3C(=C21)C=C3